3,5-di-tert-butyl-4-phenylphenol C(C)(C)(C)C=1C=C(C=C(C1C1=CC=CC=C1)C(C)(C)C)O